5-((3-(3-methyl-2-phenyl-pyrrolidine-1-carbonyl)-bicyclo[1.1.1]pentan-1-yl)-methoxy)pyrazine-2-carbonitrile CC1C(N(CC1)C(=O)C12CC(C1)(C2)COC=2N=CC(=NC2)C#N)C2=CC=CC=C2